CN(\N=C\C1=C2C(N(C(C2=CC=C1)=O)C1C(NC(CC1)=O)=O)=O)C (E)-4-((2,2-dimethylhydrazineylidene)methyl)-2-(2,6-dioxopiperidin-3-yl)isoindoline-1,3-dione